ClC1=CC=C(C=C1)[C@H](C(F)(F)F)N(S(=O)(=O)C1=CC(N2CCCC2=C1)=O)CC (R)-N-(1-(4-chlorophenyl)-2,2,2-trifluoroethyl)-N-ethyl-5-oxo-1,2,3,5-tetrahydroindolizine-7-sulfonamide